Trans-N-(3-(4-cyclopropoxy-2-(methoxy-d3)pyridin-3-yl)-1-((2-(trimethylsilyl)ethoxy)methyl)-1H-pyrrolo[2,3-b]pyridin-6-yl)-2-((dimethylamino)methyl)cyclopropane-1-carboxamide C1(CC1)OC1=C(C(=NC=C1)OC([2H])([2H])[2H])C1=CN(C2=NC(=CC=C21)NC(=O)[C@H]2[C@@H](C2)CN(C)C)COCC[Si](C)(C)C